2-[2,2'-binaphthalen-6-yl]-4,4,5,5-tetramethyl-1,3,2-dioxaborolane C1=C(C=CC2=CC(=CC=C12)B1OC(C(O1)(C)C)(C)C)C1=CC2=CC=CC=C2C=C1